1-(2-(1H-indol-3-yl)ethyl)-7-(cyclopropylmethoxy)-6-methoxy-3,4-dihydroisoquinoline-2(1H)-formaldehyde N1C=C(C2=CC=CC=C12)CCC1N(CCC2=CC(=C(C=C12)OCC1CC1)OC)C=O